BrC=1C(=NC=CC1)OCCN1CCOCC1 4-[2-[(3-bromo-2-pyridyl)oxy]ethyl]morpholine